ClC1=C(C=C2C=C(N=CC2=C1)NC(=O)[C@@H]1[C@H](C1)C=1C=NC=NC1)N1CCC(CC1)(C)C#N (1S,2S)-N-[7-chloro-6-(4-cyano-4-methyl-1-piperidyl)-3-isoquinolyl]-2-pyrimidin-5-yl-cyclopropanecarboxamide